ONC(C1=C(C=C(C=C1)CN1C(N(C(C2=CC=C(C=C12)OC)=O)CCC1=CC(=CC=C1)C(F)(F)F)=O)C)=O N-hydroxy-4-((7-methoxy-2,4-dioxo-3-(3-(trifluoromethyl)phenethyl)-3,4-dihydroquinazolin-1(2H)-yl)methyl)-2-methylbenzamide